C(C)(C)(C)OC(N[C@@H]1[C@@H](OCC12CCN(CC2)C2=NC=C(N=C2)SC=2C(=C1C(=NN(C1=CC2)C2OCCCC2)C)Cl)C)=O ((3S,4S)-8-(5-((4-chloro-3-methyl-1-(tetrahydro-2H-pyran-2-yl)-1H-indazol-5-yl)thio)pyrazin-2-yl)-3-methyl-2-oxa-8-azaspiro[4.5]decan-4-yl)carbamic acid tert-butyl ester